NCCC1=CNC2=CC=CC=C12 3-(aminoethyl)-1H-indol